di((Z)-octadec-9-en-1-yl) 2,3-bis(((4-(dimethylamino)butyl)carbamothioyl)oxy)-succinate CN(CCCCNC(=S)OC(C(=O)OCCCCCCCC\C=C/CCCCCCCC)C(C(=O)OCCCCCCCC\C=C/CCCCCCCC)OC(NCCCCN(C)C)=S)C